NC1CCN(CC1)C1=NC(=C2N=CN(C2=N1)C(C)C)NCC1=C(C=CC=C1)N1N=C(C=C1)C(C)(C)C 2-(4-aminopiperidin-1-yl)-N-(2-(3-(tert-butyl)-1H-pyrazol-1-yl)benzyl)-9-isopropyl-9H-purin-6-amine